(5-(3-((1R,3S)-3-(trifluoromethoxy)cyclopentyl)phenyl)-4-(2-(trifluoromethyl)phenyl)thiazol-2-yl)benzenesulfonamide FC(O[C@@H]1C[C@@H](CC1)C=1C=C(C=CC1)C1=C(N=C(S1)C1=C(C=CC=C1)S(=O)(=O)N)C1=C(C=CC=C1)C(F)(F)F)(F)F